1'-(1H-pyrazol-4-yl)-[4,4'-bipiperidine]-1-carboxylic acid tert-butyl ester C(C)(C)(C)OC(=O)N1CCC(CC1)C1CCN(CC1)C=1C=NNC1